NC(CN(C(C1=C(C(=C(C(=C1F)F)F)F)F)=O)C)=O N-(2-amino-2-oxoethyl)-2,3,4,5,6-pentafluoro-N-methylbenzamide